[NH4+].C(C)O monoethanol ammonium salt